N(=C=O)[C] isocyanatocarbon